C1(CCCCC1)NC(=O)C=1N=C(OC1)C1=CC=C(C=C1)C(C)C N-cyclohexyl-2-(4-isopropylphenyl)oxazole-4-carboxamide